4-(3-chloro-4-(9-(3-cyclopropylbenzyl)-6-(1-methylcyclopropoxy)-9H-purin-8-yl)phenoxy)-2-methylbutanoic acid ClC=1C=C(OCCC(C(=O)O)C)C=CC1C=1N(C2=NC=NC(=C2N1)OC1(CC1)C)CC1=CC(=CC=C1)C1CC1